CC1=C(N=C(N1)C1=NC=CC(=C1)C=1C=NC=C(C1)N1CCOCC1)C(=O)N1CC(C1)C(F)(F)F 2'-(5-Methyl-4-{[3-(trifluoromethyl)azetidin-1-yl]carbonyl}-1H-imidazol-2-yl)-5-morpholin-4-yl-3,4'-bipyridin